N[C@H]1CN(CCC1)C(=O)C1=CC2=C(N(C(=N2)C2=CC=3C(=NC(=CC3)[C@@H](C)NC(C(C)(C)C)=O)N2CC2CC2)C2CC2)C(=C1)OC N-((R)-1-(2-(5-((R)-3-aminopiperidine-1-carbonyl)-1-cyclopropyl-7-methoxy-1H-benzo[d]imidazol-2-yl)-1-(cyclopropylmethyl)-1H-pyrrolo[2,3-b]pyridin-6-yl)ethyl)pivalamide